CC(C[C@@H](C(=O)NC(CC(=O)OC)C1=CC(=CC=C1)N1CCCCC1)N1C=NC2=CC=CC=C2C1=O)C methyl 3-((S)-4-methyl-2-(4-oxoquinazolin-3(4H)-yl)pentanamido)-3-(3-(piperidin-1-yl)phenyl)propanoate